2-(2-(1-(4-Methoxybenzyl)-6-oxo-5-(trifluoromethyl)-1,6-dihydropyridin-3-yl)propoxy)acetic acid tert-butyl ester C(C)(C)(C)OC(COCC(C)C1=CN(C(C(=C1)C(F)(F)F)=O)CC1=CC=C(C=C1)OC)=O